OCCOC1=CC=C(C=C1)SC1=CC=C(C=C1)OCCO bis(4-(2-hydroxyethoxy) phenyl) sulfide